C1(CCCCC1)=C1C=CCCC1 cyclohexylidene-cyclohexene